C1(=C(C(=C(C(=C1[2H])[2H])[2H])[2H])[2H])C1=CC(=CC2=CC=CC=C12)C1=CC=C(C=C1)NC1=CC=C(C=C1)C1=CC2=CC=CC=C2C(=C1)C1=C(C(=C(C(=C1[2H])[2H])[2H])[2H])[2H] bis[4-{4-(phenyl-d5)naphthalene-2-yl}phenyl]amine